ClC=1C=C(NC2(CCC3([C@H](CC4=CC=CC=C34)C[C@H](COC3=CC=NC=4CCC[C@@H](C34)C)C)CC2)C(=O)O)C=CC1 (1r,2'S,4S)-4-(3-chloroanilino)-2'-[(2R)-2-methyl-3-{[(5S)-5-methyl-5,6,7,8-tetrahydroquinolin-4-yl]oxy}propyl]-2',3'-dihydrospiro[cyclohexane-1,1'-indene]-4-carboxylic acid